2-(difluoromethyl)-5-(4-((4-(2-fluoro-3-(4-methylpiperazin-1-yl)phenyl)-1H-1,2,3-triazol-1-yl)methyl)phenyl)-1,3,4-oxadiazole FC(C=1OC(=NN1)C1=CC=C(C=C1)CN1N=NC(=C1)C1=C(C(=CC=C1)N1CCN(CC1)C)F)F